N-(1-(1-(cyclopropylmethyl)-1H-benzo[d]imidazol-2-yl)piperidin-4-yl)-3-(3-fluorophenyl)-1-methyl-1H-pyrazolo[3,4-d]pyrimidin-6-amine C1(CC1)CN1C(=NC2=C1C=CC=C2)N2CCC(CC2)NC2=NC=C1C(=N2)N(N=C1C1=CC(=CC=C1)F)C